COC(=O)C=1C=CC=CN(N1)C(=O)OC(C)(C)C diazepine-2,7-dicarboxylic acid 2-tert-butyl 7-methyl ester